5-vinyl-7,8,9,10-tetrahydro-5H-pyrazino[1,2-a]pyrido[3,2-e]pyrazin-6(6aH)-one C(=C)N1C(C2N(C3=C1C=CC=N3)CCNC2)=O